N(C(=O)C)CCOC(C)O acetaminoethoxyethanol